C(C)OC(=O)C1=CC(=NN1)C(CCO[Si](C1=CC=CC=C1)(C1=CC=CC=C1)C(C)(C)C)C1=CC=CC=C1 3-(3-((tert-butyldiphenylsilyl)oxy)-1-phenylpropyl)-1H-pyrazole-5-carboxylic acid ethyl ester